O1-tert-butyl O2-[7,7-dimethyl-8-(1-octylnonoxy)-8-oxo-octyl] (2S)-4-hydroxypyrrolidine-1,2-dicarboxylate OC1C[C@H](N(C1)C(=O)OC(C)(C)C)C(=O)OCCCCCCC(C(=O)OC(CCCCCCCC)CCCCCCCC)(C)C